5-(2-Aminopyridin-4-yl)-N-((S)-1-(6-((3R,5S)-3,5-dimethylpiperazin-1-yl)pyridin-2-yl)-3-methylbutyl)-7H-pyrrolo[2,3-d]pyrimidin-4-amine NC1=NC=CC(=C1)C1=CNC=2N=CN=C(C21)N[C@@H](CC(C)C)C2=NC(=CC=C2)N2C[C@H](N[C@H](C2)C)C